2-phenylpropyl-isothiazoline C1(=CC=CC=C1)C(CC1=NSCC1)C